rel-N-[(5R,6S)-5-[(6-fluoro[1,1'-biphenyl]-3-yl)methyl]-4-oxo-3-(propan-2-yl)-3,4,5,6,7,8-hexahydroquinazolin-6-yl]methanesulfonamide FC1=CC=C(C=C1C1=CC=CC=C1)C[C@@H]1C=2C(N(C=NC2CC[C@@H]1NS(=O)(=O)C)C(C)C)=O |o1:14,23|